N1CCCCC12CCN(CC2)C(=O)C2=CC=C(C=C2)C=2C=CC=1N(N2)C(=CN1)C1=CC=C(C#N)C=C1 4-(6-(4-(1,9-diazaspiro[5.5]undecane-9-carbonyl)phenyl)imidazo[1,2-b]pyridazin-3-yl)benzonitrile